FC(C1=CC=C(C=N1)C1C2(CC1(C2)C(=O)OC)C(=O)OC)(F)F Dimethyl 2-(6-(trifluoromethyl)pyridin-3-yl)bicyclo[1.1.1]pentane-1,3-dicarboxylate